diglycerol mono-isostearate C(CCCCCCCCCCCCCCC(C)C)(=O)O.OCC(O)CO.OCC(O)CO